tert-butyl (S)-(cyclopropyl(1-(difluoromethyl)-1H-pyrazol-3-yl)methyl)carbamate C1(CC1)[C@@H](C1=NN(C=C1)C(F)F)NC(OC(C)(C)C)=O